4-vinylbenzenecaproic acid C(=C)C1=CC=C(C=C1)CCCCCC(=O)O